CN1C=C(C=2C1=CN=C(C2)NC(C)=O)C2=NC(=CC(=C2)C)C2=NN(N=C2)C N-(1-methyl-3-(4-methyl-6-(2-methyl-2H-1,2,3-triazol-4-yl)pyridin-2-yl)-1H-pyrrolo[2,3-c]pyridin-5-yl)acetamide